ClC=1C(=NC(=NC1)N1CC(C[C@H](C1)O)(F)F)NC1=CC=2C3=C(C(N(C2C=C1)C)=O)OCC([C@@H](N3)C3CC3)(F)F (S)-10-((5-Chloro-2-((R)-3,3-difluoro-5-hydroxypiperidin-1-yl)pyrimidin-4-yl)amino)-2-cyclopropyl-3,3-difluoro-7-methyl-1,2,3,4-tetrahydro-[1,4]oxazepino[2,3-c]chinolin-6(7H)-on